NC1=NN(C2=C1CN(CC2)C(=O)OC(C)(C)C)C2=CC=C(C=C2)C(C)C tert-butyl 3-amino-1-(4-isopropylphenyl)-1,4,6,7-tetrahydro-5H-pyrazolo[4,3-c]pyridine-5-carboxylate